CC(=C)C1=C(C=CC=C1)OCCCCC α-methyl-o-pentoxystyrene